3-((5-(aminomethyl)-1-isopentyl-1H-benzo[d]imidazol-2-yl)methyl)-1-methyl-1,3-dihydro-2H-imidazo[4,5-c]pyridin-2-one NCC1=CC2=C(N(C(=N2)CN2C(N(C3=C2C=NC=C3)C)=O)CCC(C)C)C=C1